(R)-N-(1-(4-(2-(2-aminopyridin-3-yl)-5-phenyl-3H-imidazo[4,5-b]pyridin-3-yl)benzyl)pyrrolidin-3-yl)-3-formyl-4-hydroxybenzamide NC1=NC=CC=C1C1=NC=2C(=NC(=CC2)C2=CC=CC=C2)N1C1=CC=C(CN2C[C@@H](CC2)NC(C2=CC(=C(C=C2)O)C=O)=O)C=C1